CC=1N=C(C2=C(N1)OC=C2C(=O)NCC=2OC=C(N2)C)NC2(CC2)C methyl-N-[(4-methyl-1,3-oxazol-2-yl)methyl]-4-[(1-methylcyclopropyl)amino]furo[2,3-d]pyrimidine-5-carboxamide